NC1=CC(=NC(=C1C#N)C1=CC=CC=C1)NC(C)=O N-(4-amino-5-cyano-6-phenylpyridin-2-yl)acetamide